C(C)(C)(C)C1=CC(=NO1)N1C(C(=C(C1=O)OC)C)O 1-(5-tert-butylisoxazol-3-yl)-2-hydroxy-4-methoxy-3-methyl-2H-pyrrol-5-one